[Na+].CC=1NCC(C(N1)C(=O)[O-])O (1,4,5,6-tetrahydro-2-methyl-5-hydroxy-4-pyrimidinecarboxylic acid), sodium salt